[O-]S(=O)(=O)C(F)(F)F.C(CCCCCCCCCCCCCCC)[N+](C)(C)C n-hexadecyltrimethylammonium triflate